4-(2-ethoxy-2-oxoethyl)pyrrolidine-1-carboxylic acid tert-butyl ester C(C)(C)(C)OC(=O)N1CCC(C1)CC(=O)OCC